C(CCCCCCCCCCCCCCC)SSCCCCOP(ON(CC)C(=O)OC(C)C)(O)=O (hexadecyldithiobutyl)(isopropoxycarbonyl-1-ethylamino)phosphoric acid